BrC1=CC=C2C(=C(C(=NC2=C1F)Cl)C#N)N1C[C@@H](N[C@H](C1)C)C 7-Bromo-2-chloro-4-((3S,5S)-3,5-dimethylpiperazin-1-yl)-8-fluoroquinoline-3-carbonitrile